1-Methylethyl-carbamimidothioic acid methyl ester, monohydrochloride Cl.CSC(NC(C)C)=N